[2H]C(OC1=NC=CC(=C1)C1=C(C=2CCC2C=C1)O)([2H])[2H] 3-[2-(trideuteromethoxy)-4-pyridinyl]bicyclo[4.2.0]oct-1(6),2,4-trien-2-ol